ClC1=C2C=C(NC2=C(C=C1F)Cl)C(=O)O 4,7-dichloro-5-fluoro-1H-indole-2-carboxylic acid